NCC1=CC=C(C=C1)C=1N(C2=CC=CC(=C2C1)NC1CCS(CC1)(=O)=O)CC(F)(F)F 4-((2-(4-(aminomethyl)phenyl)-1-(2,2,2-trifluoroethyl)-1H-indol-4-yl)amino)tetrahydro-2H-thiopyran 1,1-dioxide